CC1=C(C=C(N)C=C1)[N+](=O)[O-] p-methyl-m-nitroaniline